methyl 6-((1R,5S)-8-(1-(tert-butyl)-3-(4-chloro-3-fluorophenyl)-1H-pyrrolo[2,3-b]pyridine-6-carbonyl)-3,8-diazabicyclo[3.2.1]octan-3-yl)-2,4-dimethylnicotinate C(C)(C)(C)N1C=C(C=2C1=NC(=CC2)C(=O)N2[C@H]1CN(C[C@@H]2CC1)C1=NC(=C(C(=O)OC)C(=C1)C)C)C1=CC(=C(C=C1)Cl)F